(R)-4-((2-(guanidinooxy)ethyl)amino)-N-(1-(2-methyl-3-(trifluoromethyl)phenyl)ethyl)-6-oxo-1-(tetrahydro-2H-pyran-4-yl)-1,6-dihydropyridine-3-carboxamide N(C(=N)N)OCCNC=1C(=CN(C(C1)=O)C1CCOCC1)C(=O)N[C@H](C)C1=C(C(=CC=C1)C(F)(F)F)C